N,N-diisopropyl-4-methoxy-2-picolinamide C(C)(C)N(C(C1=NC=CC(=C1)OC)=O)C(C)C